9-((4-chloropyridin-2-yl)methyl)-8-(2-methyl-4-(2-(piperazin-1-yl)ethoxy)phenyl)-6-(1-methylcyclopropoxy)-9H-purine ClC1=CC(=NC=C1)CN1C2=NC=NC(=C2N=C1C1=C(C=C(C=C1)OCCN1CCNCC1)C)OC1(CC1)C